ClC=1C=C(C=C(C1F)Cl)[C@@]1(CC(=NO1)C=1C=C2COC3(C2=CC1)CN(C3)C(CS(=O)(=O)C)=O)C(F)(F)F 1-[5'-[(5S)-5-(3,5-dichloro-4-fluorophenyl)-4,5-dihydro-5-(trifluoromethyl)-3-isoxazolyl]spiro[azetidin-3,1'(3'H)-isobenzofuran]-1-yl]-2-(methylsulfonyl)ethanone